(3aS)-2-[(3R)-Quinuclidin-3-yl]-2,3,3a,4,5,6-hexahydro-1H-benzo[de]isoquinolin-1-one hydrochloride Cl.N12C[C@@H](C(CC1)CC2)N2C(C=1C=CC=C3C1[C@@H](C2)CCC3)=O